O=C1N(CCOC1)C1=CC=C(C=C1)NC1=NC2=C(C=CC=C2C=N1)C=1C=C(C=CC1)NC(C=C)=O N-(3-(2-((4-(3-oxomorpholinyl)phenyl)amino)quinazolin-8-yl)phenyl)acrylamide